COC1=C(C=C(C=C1)OC1=CC=C(C=C1)C(F)(F)F)NC(=O)C1NC(CC1)=S N-(2-Methoxy-5-(4-(trifluoromethyl)phenoxy)phenyl)-5-thioxopyrrolidine-2-carboxamide